N-(7-(difluoromethoxy)-4-(1-methyl-3-phenyl-1H-pyrazol-4-yl)pyrido[3,2-d]pyrimidin-6-yl)-1-(trifluoromethyl)cyclopropane-1-carboxamide FC(OC1=CC=2N=CN=C(C2N=C1NC(=O)C1(CC1)C(F)(F)F)C=1C(=NN(C1)C)C1=CC=CC=C1)F